C(C)N(CC)CC=1C=CC(=NC1)/C=C/C1=CNC2=CC=CC=C12 3-[(E)-2-{5-[(diethylamino)methyl]pyridin-2-yl}vinyl]-1H-indole